tert-butyl (2R,3R)-3-((7-chloro-8-fluoro-2-(((S)-1-methylpyrrolidin-2-yl)methoxy)pyrido[4,3-d]pyrimidin-4-yl)(methyl)amino)-2-methylpyrrolidine-1-carboxylate ClC1=C(C=2N=C(N=C(C2C=N1)N([C@H]1[C@H](N(CC1)C(=O)OC(C)(C)C)C)C)OC[C@H]1N(CCC1)C)F